ethylaminopropionat C(C)NC(C(=O)[O-])C